O1CCN(CC1)C(C(=O)OC(C)C)C isopropyl morpholinopropionate